C(C)(C)(C)OC(=O)NC=1N=C(SC1)C1=CC(=C(C(=O)OC)C=C1)OC methyl 4-[4-(tert-butoxycarbonylamino)thiazol-2-yl]-2-methoxy-benzoate